2,4,6-trimethylbenzoyl-xylyl-phosphorus oxide CC1=C(C(=O)[P](C2=C(C(=CC=C2)C)C)=O)C(=CC(=C1)C)C